imidazolopyrimidone N=1C(N=C2C1C=NC=N2)=O